1-(3-((5-(difluoromethyl)-2-((3-methyl-1-(1-methylpiperidin-4-yl)-1H-pyrazol-4-yl)amino)pyrimidin-4-yl)amino)propyl)-3,3-dimethylazetidin-2-one FC(C=1C(=NC(=NC1)NC=1C(=NN(C1)C1CCN(CC1)C)C)NCCCN1C(C(C1)(C)C)=O)F